[N+](=O)([O-])C1=CC=C2C(=CNC2=C1)C(=O)O 6-nitro-1H-indole-3-carboxylic acid